(3-(4-aminophenoxy)propyl)carbamic acid tert-butyl ester C(C)(C)(C)OC(NCCCOC1=CC=C(C=C1)N)=O